C(C)(C)(C)OC(=O)N1CC(C1)(C1=CC=C(C=C1)F)CNC1=CC(=NC=2N1N=C(C2)C(F)(F)F)C(C([2H])([2H])[2H])([2H])[2H].FC(C(F)(F)F)([Si](C(C(F)(F)F)(F)F)(C(C(F)(F)F)(F)F)C(C(C(C(C(C(C(C(C(C(F)(F)F)(F)F)(F)F)(F)F)(F)F)(F)F)(F)F)(F)F)(F)F)(F)F)F perfluorodecyl-triethylsilane tert-butyl-3-(((5-(ethyl-d5)-2-(trifluoromethyl)pyrazolo[1,5-a]pyrimidin-7-yl)amino)methyl)-3-(4-fluorophenyl)azetidine-1-carboxylate